C12(CC3CC(CC(C1)C3)C2)CN2N=CC(=C2C)C=2C=CC(=NC2Cl)N2CC3=C(C=CC=C3CC2)C(=O)NC=2SC3=C(N2)C=CC=C3 2-(5-(1-(((3r,5r,7r)-adamantan-1-yl)methyl)-5-methyl-1H-pyrazol-4-yl)-6-chloropyridin-2-yl)-N-(benzo[d]thiazol-2-yl)-1,2,3,4-tetrahydroisoquinoline-8-carboxamide